ClC1=CC2=C(C3=CC=C(C=C3N=C2C=C1)Cl)NC1=CC(=C(C=C1)O)CN1CCCC1 4-((2,6-Dichloroacridin-9-yl)amino)-2-(pyrrolidin-1-ylmethyl)phenol